ClC1=NC(=C2N=CN(C2=N1)[C@@H]1[C@@H]2[C@]([C@@H]3[C@H]1OC(O3)(C)C)(C2)C(=O)OCC)NC(C2CCCC2)C2CCCC2 Ethyl (3aR,3bS,4aS,5R,5aS)-5-(2-chloro-6-((dicyclopentylmethyl)amino)-9H-purin-9-yl)-2,2-dimethyltetrahydrocyclopropa[3,4]cyclopenta[1,2-d][1,3]dioxole-3b(3aH)-carboxylate